1-cyclopropyl-N-((5-(2-((2-methylquinazolin-4-yl)thio)acetyl)thiophen-2-yl)methyl)methanesulfonamide C1(CC1)CS(=O)(=O)NCC=1SC(=CC1)C(CSC1=NC(=NC2=CC=CC=C12)C)=O